α-ethyl-4-methylphenethylamine C(C)C(CC1=CC=C(C=C1)C)N